C12CNCC(CC1)N2C=2SC=1CN(CCC1N2)C(C(OC)C2=CC=C(C=C2)F)=O 1-(2-(3,8-diazabicyclo[3.2.1]octan-8-yl)-6,7-dihydrothiazolo[5,4-c]pyridin-5(4H)-yl)-2-(4-fluorophenyl)-2-methoxyethan-1-one